C(=O)(OC(C)(C)C)NC(C(=O)O)CC (Boc-amino)butyric acid